COC(CNC(=O)NC=1N(N=C2C1[C@@H](N(CC2)C(=O)OC(C)(C)C)C)C2=CC(=C(C(=C2)C)F)C)OC tert-Butyl (4S)-3-(2,2-dimethoxyethylcarbamoylamino)-2-(4-fluoro-3,5-dimethylphenyl)-4-methyl-6,7-dihydro-4H-pyrazolo[4,3-c]pyridine-5-carboxylate